O=C1NC(CCC1N1C(C2=CC=CC(=C2C1=O)OCCOCCOC=1C=C(C=CC1)CC(=O)NC=1SC(=C(N1)C=1C=C2CCN(C2=CC1)C(C1=C(C=CC=C1)C)=O)C)=O)=O 2-(3-(2-(2-((2-(2,6-dioxopiperidin-3-yl)-1,3-dioxoisoindolin-4-yl)oxy)ethoxy)ethoxy)phenyl)-N-(5-methyl-4-(1-(2-methylbenzoyl)indolin-5-yl)thiazol-2-yl)acetamide